ClC=1C(=NC=CC1)C(=O)NC1(C[C@@H]2[C@@H](CN(C2)C2=NC=C(N=C2)C=2C=3N(C=C(C2)C2=NN(C=C2)C)N=CC3C#N)C1)C 3-chloro-N-((3aR,5s,6aS)-2-(5-(3-cyano-6-(1-methyl-1H-pyrazol-3-yl)pyrazolo[1,5-a]pyridin-4-yl)pyrazin-2-yl)-5-methyloctahydrocyclopenta[c]pyrrol-5-yl)picolinamide